C(#N)C=1C(=NC(=C(C1CC)C#N)N1C[C@H](CC1)O)SC(C(=O)N)C1=CC(=CC=C1)P(=O)(C)C 2-((3,5-dicyano-4-ethyl-6-((S)-3-hydroxypyrrolidin-1-yl)pyridin-2-yl)thio)-2-(3-(dimethylphosphoryl)phenyl)acetamide